OCCNC(O[C@@H]1CC[C@H](CC1)C(N(C1=NC=CC(=C1)C=1N=C(OC1)C1CC1)C[C@@H]1CC[C@H](CC1)C1=CC(=C(C=C1)OC)C#N)=O)=O trans-4-(((trans-4-(3-Cyano-4-meth-oxyphenyl)cyclohexyl)methyl)(4-(2-cyclopropyloxazol-4-yl)pyridine-2-yl)-carbamoyl)cyclohexyl (2-hydroxy-ethyl)carbamate